5-Chloro-N-(1-((1-methyl-1H-pyrazol-3-yl)sulfonyl)piperidin-4-yl)-4-(1-(2-methyl-4-((4-methylpiperazin-1-yl)methyl)phenyl)-1H-pyrazol-4-yl)pyrimidin-2-amine ClC=1C(=NC(=NC1)NC1CCN(CC1)S(=O)(=O)C1=NN(C=C1)C)C=1C=NN(C1)C1=C(C=C(C=C1)CN1CCN(CC1)C)C